N1=C(C=CC=C1)C1=NN=CN=N1 6-pyridin-2-yl-1,2,4,5-tetrazin